OCCN(C1=CC=C(C=C1)\C=C/C(=O)C1=C(C=C(C=C1OC)OC)OC)C (Z)-3-[4-[2-Hydroxyethyl-(methyl)amino]phenyl]-1-(2,4,6-trimethoxyphenyl)prop-2-en-1-one